2-(2-((3R,4R)-3-Amino-4-fluoropiperidin-1-yl)-6-fluoro-1H-benzo[d]imidazol-1-yl)-N-(2,2,2-trifluoroethyl)acetamid N[C@@H]1CN(CC[C@H]1F)C1=NC2=C(N1CC(=O)NCC(F)(F)F)C=C(C=C2)F